C(C)(=O)C1=CC=C(C=C1)OB(O)O 4-acetylphenyl-boric acid